C(#N)C=1C=CC2=C(CCC=3C(=NNC23)C(=O)O)C1 7-cyano-4,5-dihydro-1H-benzo[g]indazole-3-carboxylic acid